(S)-1-(methylthio)propan-2-ol CSC[C@H](C)O